methyl 4-(bromomethyl)-2,3-difluorobenzoate BrCC1=C(C(=C(C(=O)OC)C=C1)F)F